OB(CCCCC1(N(CCCC1)C)C(=O)O)O 2-(4-dihydroxyborylbutyl)-1-methylpiperidine-2-carboxylic acid